(R)-6-(2-(3-chlorophenyl)-2-hydroxyacetyl)-2-(1-(4',4'-difluoro-2',3',4',5'-tetrahydro-[1,1'-biphenyl]-3-yl)cyclopropyl)-3,5,6,7,8,9-hexahydro-4H-pyrimido[5,4-c]azepin-4-one ClC=1C=C(C=CC1)[C@H](C(=O)N1CC2=C(CCC1)N=C(NC2=O)C2(CC2)C=2C=C(C=CC2)C=2CCC(CC2)(F)F)O